ClC1=NC(=NC(=N1)Cl)NC(C(C)C)=O N-(4,6-dichloro-1,3,5-triazin-2-yl)isobutyramide